C(C)OC(=O)C=1N=CSC1CCCOC1CCCCC1 5-[3-(cyclohexyloxy)propyl]-1,3-thiazole-4-carboxylic acid ethyl ester